N-cyclopropyl-6-(4-(5-((5,5-difluoro-2,7-diazaspiro[3.5]nonan-2-yl)methyl)-3-fluoropyridin-2-yl)indolin-1-yl)-8-(methylamino)imidazo[1,2-b]pyridazine-3-carboxamide trifluoroacetate FC(C(=O)O)(F)F.C1(CC1)NC(=O)C1=CN=C2N1N=C(C=C2NC)N2CCC1=C(C=CC=C21)C2=NC=C(C=C2F)CN2CC1(C2)C(CNCC1)(F)F